N4-hydroxy-cytidine ONC1=NC(N([C@H]2[C@H](O)[C@H](O)[C@@H](CO)O2)C=C1)=O